6-nonenedienol C(=CC=CCC=CCC)O